1-[4-[(1S,2R)-6-hydroxy-2-(2-pyridyl)tetralin-1-yl]phenyl]piperidine-4-carbaldehyde OC=1C=C2CC[C@H]([C@H](C2=CC1)C1=CC=C(C=C1)N1CCC(CC1)C=O)C1=NC=CC=C1